(R,Z)-3-((3-butyl-2-methyl-7-(methylthio)-1,1-dioxido-5-(2-(1-(trifluoromethyl)cyclopropyl)acetyl)-2,3,4,5-tetrahydrobenzo[f][1,2,5]thiadiazepin-8-yl)oxy)-2-fluoroacrylic acid C(CCC)[C@H]1N(S(C2=C(N(C1)C(CC1(CC1)C(F)(F)F)=O)C=C(C(=C2)O\C=C(\C(=O)O)/F)SC)(=O)=O)C